C[C@H]1CN(CCN1C=1C2=C(N=C(N1)OC[C@H]1N(CCC1)C)CNCC2)C(=O)[O-] (S)-3-methyl-4-(2-(((S)-1-methylpyrrolidin-2-yl) methoxy)-5,6,7,8-tetrahydropyrido[3,4-d]pyrimidin-4-yl)piperazine-1-carboxylate